(S)-2-((4-(2-((4-chloro-2-fluorobenzofuran-7-yl)methoxy)-3-methoxyphenyl)piperidin-1-yl)methyl)-1-(oxetan-2-ylmethyl)-1H-benzo[d]imidazole-6-carboxylic acid methyl ester COC(=O)C=1C=CC2=C(N(C(=N2)CN2CCC(CC2)C2=C(C(=CC=C2)OC)OCC2=CC=C(C=3C=C(OC32)F)Cl)C[C@H]3OCC3)C1